2-chlorospiro[6,7-dihydropyrrolo[2,3-d]pyrimidine-5,1'-cyclopropane] ClC=1N=CC2=C(N1)NCC21CC1